FC1(CCC(CC1)C(C=1OC2=C(N1)C(=C(C=C2)C=C)F)NC(OCC2=CC=CC=C2)=O)F Benzyl ((4,4-difluorocyclohexyl)(4-fluoro-5-vinylbenzo[d]oxazol-2-yl)methyl)-carbamate